methyl 1-(5-amino-2-methylphenyl)-1H-1,2,3-triazole-4-carboxylate NC=1C=CC(=C(C1)N1N=NC(=C1)C(=O)OC)C